2,4,6-trimethylphenyldiphenylsulfonium 2,4,6-triisopropylbenzenesulfonate C(C)(C)C1=C(C(=CC(=C1)C(C)C)C(C)C)S(=O)(=O)[O-].CC1=C(C(=CC(=C1)C)C)[S+](C1=CC=CC=C1)C1=CC=CC=C1